tert-butyl 4-(6-(3-(benzyloxy)naphthalen-1-yl)-4-cyano-3-(((S)-1-methylpyrrolidin-2-yl)methoxy)-5,6,7,8-tetrahydro-2,6-naphthyridin-1-yl)-2-(cyanomethyl)piperazine-1-carboxylate C(C1=CC=CC=C1)OC=1C=C(C2=CC=CC=C2C1)N1CC=2C(=C(N=C(C2CC1)N1CC(N(CC1)C(=O)OC(C)(C)C)CC#N)OC[C@H]1N(CCC1)C)C#N